CC1=CC=C(C=C1)S(=O)(=O)[O-].C(CCC)C(COC(CCCCC[NH+](C)C)=O)CCCCCC 6-((2-Butyloctyl)oxy)-N,N-dimethyl-6-oxohexane-1-aminium 4-methylbenzenesulfonate